Cl.C1(=CC=C(C=C1)CNC=1C2=C(N=CN1)C(=CS2)C2=CC=C(C=C2)C[C@@H](C(=O)O)N)C2=CC=CC=C2 (S)-3-(4-(4-(([1,1'-biphenyl]-4-ylmethyl)amino)thieno[3,2-d]pyrimidine-7-yl)phenyl)-2-aminopropionic acid hydrochloride